2,3-bis(cycloheptyloxycarbonyl)-5-norbornene C1(CCCCCC1)OC(=O)C1C2C=CC(C1C(=O)OC1CCCCCC1)C2